3-methyl-N-(4-methyl-4-piperidyl)benzenesulfonamide CC=1C=C(C=CC1)S(=O)(=O)NC1(CCNCC1)C